C(CCCCCCCCCCCCCCCCCCC)(=O)[O-].[Na+] Natrium arachidat